tert-butyl (S)-5-(benzyloxy)-1-(chloromethyl)-1,2-dihydro-3H-benzo[e]-indole-3-carboxylate C(C1=CC=CC=C1)OC=1C2=C(C=3[C@@H](CN(C3C1)C(=O)OC(C)(C)C)CCl)C=CC=C2